4-(4'-tert-butylbenzyl)-7,8-dihydroxycoumarin C(C)(C)(C)C1=CC=C(CC2=CC(OC3=C(C(=CC=C23)O)O)=O)C=C1